[I].CC=1NC=CN1 2-(methyl)imidazole iodine